1-(5-(benzo[d]thiazol-6-ylsulfonyl)-3,4,5,6-tetrahydropyrrolo[3,4-c]pyrrol-2(1H)-yl)-3-hydroxy-2,2-dimethylpropan-1-one S1C=NC2=C1C=C(C=C2)S(=O)(=O)N2CC1=C(C2)CN(C1)C(C(CO)(C)C)=O